(S)-4-((2-((5-fluoropyridin-3-yl)oxy)ethyl)(4-(5,6,7,8-tetrahydro-1,8-naphthyridin-2-yl)butyl)amino)-2-(pyridin-2-ylamino)butanoic acid FC=1C=C(C=NC1)OCCN(CC[C@@H](C(=O)O)NC1=NC=CC=C1)CCCCC1=NC=2NCCCC2C=C1